C(C)(C)C1=CC(=CC2=C1N(C(N2C)=O)C)N2C1=C(OCC2)C=C(N=C1)C=1C=CC(=NC1)C(=O)O 5-(4-(7-Isopropyl-1,3-dimethyl-2-oxo-2,3-dihydro-1H-benzo[d]imidazol-5-yl)-3,4-dihydro-2H-pyrido[4,3-b][1,4]oxazin-7-yl)picolinic acid